ClC1=NC(=NC(=N1)N[C@@H](CO)CC(C)C)CC(C)C1=CC=C(C=C1)NC(C)=O N-(4-(1-(4-Chloro-6-(((R)-1-hydroxy-4-methylpentan-2-yl)amino)-1,3,5-triazin-2-yl)propan-2-yl)phenyl)acetamide